CC1=CC=C(C=C1)N(C1=CC=C(C=C1)C)C1=CC=C(C=C1)C tri(p-methylphenyl)amine